2-[(tert-butyldimethylsilyl)oxy]-2-methylpropanal [Si](C)(C)(C(C)(C)C)OC(C=O)(C)C